CC=1C(=NC=CN1)C1=NN2C(NC(=CC2=O)C2=CC=C(C=C2)OC(C(F)(F)F)C2=CC=CC=C2)=C1C(=O)O 2-(3-methylpyrazin-2-yl)-7-oxo-5-(4-(2,2,2-trifluoro-1-phenylethoxy)phenyl)-4,7-dihydropyrazolo[1,5-a]pyrimidine-3-carboxylic acid